(trifluoromethyl)-4-azaspiro[2.5]octane-4-carboxamide FC(F)(F)C1CC12N(CCCC2)C(=O)N